3-(4-(3,4-Dichlorophenoxy)phenyl)-2-methyl-5,6,7,8-tetrahydroquinolin-4(1H)-one ClC=1C=C(OC2=CC=C(C=C2)C2=C(NC=3CCCCC3C2=O)C)C=CC1Cl